BrC1=C(C=CC=C1)C=1NC=CN1 2-(2-bromophenyl)imidazole